2-[[(3R)-3-(4-fluorophenyl)-3-(4-phenylphenoxy)propyl]-methylamino]acetic acid FC1=CC=C(C=C1)[C@@H](CCN(CC(=O)O)C)OC1=CC=C(C=C1)C1=CC=CC=C1